COC1=CC=CC(=C1C1=C(C=CC=C1OC)P(C(C)C)C(C)C)P(C(C)C)C(C)C (6,6'-dimethoxy-biphenyl-2,2'-diyl)bis(diisopropylphosphine)